2-carboxy-3-(3-nitro-4-bromobenzoyl)-butyric acid C(=O)(O)C(C(=O)O)C(C)C(C1=CC(=C(C=C1)Br)[N+](=O)[O-])=O